C(C1=CC=CC=C1)OCC=1C(=NC=C(C1)I)Cl (benzyloxy)methyl-2-chloro-5-iodopyridine